(S)-5-(1-acryloylpiperidin-3-yl)-6-fluoro-1,2,4,9-tetrahydrospiro[carbazole-3,1'-cyclopropane]-8-carboxamide C(C=C)(=O)N1C[C@@H](CCC1)C1=C2C=3CC4(CC4)CCC3NC2=C(C=C1F)C(=O)N